3-Chloro-1-(5-(3-chloro-4-isopropoxyphenyl)-1,2,4-oxadiazol-3-yl)-2-methyl-1H-indole-5-Formaldehyde ClC1=C(N(C2=CC=C(C=C12)C=O)C1=NOC(=N1)C1=CC(=C(C=C1)OC(C)C)Cl)C